6-(5H-imidazo[5,1-a]isoindol-5-yl)-2-(methylsulfonyl)-2-azaspiro[3.4]octan-5-ol C=1N=CN2C1C1=CC=CC=C1C2C2C(C1(CN(C1)S(=O)(=O)C)CC2)O